C1([C@H](O)[C@@H](O)[C@H](O)[C@H](O1)CO)O[C@H]1[C@@H](O[C@@H]([C@H]([C@@H]1O[C@H]1[C@H](O)[C@@H](O)[C@H](O)CO1)O)CO)O[C@@H]1[C@@H]([C@H]([C@H](O)O[C@@H]1CO)O)O D-glucopyranosyl-(1→2)-[β-D-xylopyranosyl-(1→3)]-β-D-glucopyranosyl-(1→4)-β-D-galactose